CN1N=CC(=C1)NC=1N=CC2=C(N(C3=CC(=CC=C23)C(F)(F)F)C2=CC(=CC=C2)[N+](=O)[O-])N1 1-methyl-N-[9-(3-nitrophenyl)-7-(trifluoromethyl)-9H-pyrimido[4,5-b]indol-2-yl]-1H-pyrazol-4-amine